C1(=CC=CC=C1)S(=O)(=O)N1C=CC2=C1N=CC(=C2NC2CC(C2)O[Si](C)(C)C(C)(C)C)[N+](=O)[O-] 1-(benzenesulfonyl)-N-[3-[tert-butyl(dimethyl)silyl]oxycyclobutyl]-5-nitro-pyrrolo[2,3-b]pyridin-4-amine